2-(4-methoxyphenyl)-4-(4-nitrophenyl)-4-oxobutyronitrile COC1=CC=C(C=C1)C(C#N)CC(=O)C1=CC=C(C=C1)[N+](=O)[O-]